2-chloro-N-(3-methoxyphenyl)-9H-purin-6-amine ClC1=NC(=C2N=CNC2=N1)NC1=CC(=CC=C1)OC